CN1CCN(CC1)C(CCC)=O (4-methylpiperazin-1-yl)butan-1-one